20-methyl-3-oxopregna-1,4-diene-21-aldehyde CC(C=O)[C@H]1CC[C@H]2[C@@H]3CCC4=CC(C=C[C@]4(C)[C@H]3CC[C@]12C)=O